2-(furan-3-yl)-N-(2-(4-methylpiperazin-1-yl)ethyl)quinazolin-4-amine O1C=C(C=C1)C1=NC2=CC=CC=C2C(=N1)NCCN1CCN(CC1)C